COC=1N=NC=CC1OC 3,4-dimethoxypyridazine